N-(4,4-dimethylcyclohexyl)-6-(4-fluorophenyl)-4-hydroxy-1-(2-morpholinoethyl)-2-oxo-1,2-dihydro-1,8-naphthyridine-3-carboxamide CC1(CCC(CC1)NC(=O)C=1C(N(C2=NC=C(C=C2C1O)C1=CC=C(C=C1)F)CCN1CCOCC1)=O)C